Phenyl-2-palmitoylamino-3-morpholino-1-propanol C1(=CC=CC=C1)C(C(CN1CCOCC1)NC(CCCCCCCCCCCCCCC)=O)O